COC(C1=C(C=C(C=C1)C)CBr)=O 2-(bromomethyl)-4-methylbenzoic acid methyl ester